C1(=CC=C(C=C1)N(C1=CC=2C(C3=CC=CC=C3C2C=C1)(C)C)C=1C=C(C=C(C1)C1=CC(=CC(=C1)C(C)(C)C)C1=CC(=CC(=C1)C(C)(C)C)C(C)(C)C)C(C)(C)C)C1=CC=CC=C1 N-(biphenyl-4-yl)-N-(3,3'',5',5''-tetra-tert-butyl-1,1':3',1''-terphenyl-5-yl)-9,9-dimethyl-9H-fluoren-2-amine